(3-acetyl-5-(1-cyclopropyl-1H-pyrazol-4-yl)-1H-indazol-1-yl)acetic acid C(C)(=O)C1=NN(C2=CC=C(C=C12)C=1C=NN(C1)C1CC1)CC(=O)O